(R)-3-(4-(7h-Pyrrolo[2,3-D]Pyrimidin-4-YL)-1h-Pyrazol-1-Yl)-3-Cyclopentylpropanenitrile N1=CN=C(C2=C1NC=C2)C=2C=NN(C2)[C@H](CC#N)C2CCCC2